C1(CCCCC1)NC1=NC=CC2=C1N=C(N=C2)NC2=C(C=C(C=C2)C=2C=NN(C2)CCN(C)C)OC N8-cyclohexyl-N2-(4-(1-(2-(dimethylamino)ethyl)-1H-pyrazol-4-yl)-2-methoxyphenyl)pyrido[3,4-d]pyrimidine-2,8-diamine